COC1=CC=C(C(=O)NCC2=C(C=CC=3NN=NC32)C)C=C1 4-methoxy-N-((5-methyl-1H-benzotriazol-4-yl)methyl)benzamide